ClC1=CC=C(C(=O)NC2=CC=C(C=C2)C[C@@H]2NCCC2)C=C1 |r| (RS)-4-Chloro-N-(4-pyrrolidin-2-ylmethyl-phenyl)-benzamid